(S)-4-((4-(4-(3-(5-(((1-Acetylpiperidin-4-yl)amino)methyl)-6-methoxypyridin-2-yl)-2-chlorophenyl)-3-chloropyridin-2-yl)-2-methoxybenzyl)amino)dihydrofuran-2(3H)-one C(C)(=O)N1CCC(CC1)NCC=1C=CC(=NC1OC)C=1C(=C(C=CC1)C1=C(C(=NC=C1)C1=CC(=C(CN[C@H]2CC(OC2)=O)C=C1)OC)Cl)Cl